C(C1=CC=CC=C1)O[C@@H]1[C@@H](N(C[C@@H]([C@H]1OCC1=CC=CC=C1)OCC1=CC=CC=C1)CC1CCN(CC1)C(=O)OC(C)(C)C)COCC1=CC=CC=C1 tert-butyl 4-(((2S,3R,4R,5S)-3,4,5-tris(benzyloxy)-2-((benzyloxy)methyl)piperidin-1-yl)methyl)piperidine-1-carboxylate